(2R)-2-bromopropanoic acid Br[C@@H](C(=O)O)C